[3-(benzyloxy)-7-bromonaphthalen-2-yl]glycine methyl ester COC(CNC1=CC2=CC(=CC=C2C=C1OCC1=CC=CC=C1)Br)=O